FC1(C[C@@]12C[C@@]1(CCC(N1C2)=O)C(=O)OCC)F Ethyl (1R,7a'S)-2,2-difluoro-5'-oxodihydro-1'H,3'H-spiro[cyclopropane-1,2'-pyrrolizine]-7a'(5'H)-carboxylate